ClC1=CC=C(C=C1)N1CC(CC2=CC=CC=C12)CNC(C=C)=O N-((1-(4-chlorophenyl)-1,2,3,4-tetrahydroquinolin-3-yl)methyl)acrylamide